[Zn].[Cu].[Cr].[Ni] nickel-chromium-copper-zinc